[B].COC1=C(C(=C(C=C1F)C1=C(C(=C(C(=C1F)F)F)F)F)F)F (4'-(methoxy)octafluorobiphenyl) boron